ClC1=C2C(C(NC2=CC=C1)=O)C1=C(C=CC(=C1)C)C 4-chloro-3-(2,5-DIMETHYLPHENYL)indolin-2-one